2-fluoro-4-(4-(3-(7-fluoro-5-methyl-1-oxo-1,2-dihydroisoquinolin-3-yl)propionyl)piperazin-1-yl)benzonitrile FC1=C(C#N)C=CC(=C1)N1CCN(CC1)C(CCC=1NC(C2=CC(=CC(=C2C1)C)F)=O)=O